nickel cobalt [Co].[Ni]